NC=1C(=C(C=CC1)C1=C(C(=CC=C1)NC(=O)C=1N(C2=C(CN(CC2)C(=O)OC(C)(C)C)N1)C)Cl)C tert-butyl 2-((3'-amino-2-chloro-2'-methyl-[1,1'-biphenyl]-3-yl) carbamoyl)-1-methyl-1,4,6,7-tetrahydro-5H-imidazo[4,5-c]pyridine-5-carboxylate